C(C)(C)(C)OC(=O)N1CC(C1)(F)COC(=O)N1CCC(CC1)NC1=CC(=NC=2N1N=CC2C(C)C)C(F)(F)F 4-((3-isopropyl-5-(trifluoromethyl)pyrazolo[1,5-a]pyrimidin-7-yl)amino)piperidine-1-carboxylic acid (1-(tert-butoxycarbonyl)-3-fluoroazetidin-3-yl)methyl ester